ClC=1C(=C(C(=CC1)C(C)C)C1=C(C=C(C=C1)C(C)C)C(C)C)P(C1CCCCC1)C1CCCCC1 chloro(2-dicyclohexylphosphino-2',4',6-triisopropyl-1,1'-biphenyl)